(E)-4-bromobut-2-enoyl chloride BrC/C=C/C(=O)Cl